FC(F)SC1=C(C(=CC=C1)Br)C (3-Bromo-2-methylphenyl) (difluoromethyl) sulfide